t-Butyl (3S)-3-[4-[3-cyano-4-[(3-fluoro-2-pyridyl)sulfanyl]pyrazolo[1,5-a]pyridin-6-yl]pyrazol-1-yl]piperidine-1-carboxylate C(#N)C=1C=NN2C1C(=CC(=C2)C=2C=NN(C2)[C@@H]2CN(CCC2)C(=O)OC(C)(C)C)SC2=NC=CC=C2F